C#CCCCCCCCC1=C(C1)CCCCCCC(=O)O The molecule is a long-chain, polyunsaturated fatty acid composed of 9-octadecenoic acid having a terminal alkyne group and a 9,10-cyclopropenyl group. It has a role as a mitogen. It is a cyclopropenyl fatty acid, an acetylenic fatty acid, a polyunsaturated fatty acid, a long-chain fatty acid and a terminal acetylenic compound.